4-methoxy-N-(2-phenyl-1-(3-methyl-phenylthio)propane-2-yl)aniline COC1=CC=C(NC(CSC2=CC(=CC=C2)C)(C)C2=CC=CC=C2)C=C1